2-(3,5-difluorophenyl)-2-hydroxy-N-(3-methyl-4-(6-(methylamino)pyridin-3-yl)phenyl)acetamide FC=1C=C(C=C(C1)F)C(C(=O)NC1=CC(=C(C=C1)C=1C=NC(=CC1)NC)C)O